ClC1=C(C=CC=C1)CC(=O)NC1=CC(=C2C=CN=C(C2=C1)C1CC1)S(N)(=O)=O 2-(2-chlorophenyl)-N-(1-cyclopropyl-5-sulfamoylisoquinolin-7-yl)acetamide